FC(F)OCCOCCOC diethylene glycol methyl (difluoromethyl) ether